(R)-(3-Fluorophenyl)(4-(2-(trans-4-methoxycyclohexyl)ethyl)-7-azabicyclo[2.2.1]heptan-1-yl)methanol FC=1C=C(C=CC1)[C@@H](O)C12CCC(CC1)(N2)CC[C@@H]2CC[C@H](CC2)OC